C(C)(C)(C)OC(=O)NC1CCC12CN(CC2)C(=O)OCC2=CC=CC=C2 Benzyl 1-((tert-butoxycarbonyl)amino)-6-azaspiro[3.4]octane-6-carboxylate